NC1=C(C(=NC(=C1F)C1=CC=C(C=C1)[N+](=O)[O-])C(=O)O)Cl 4-amino-3-chloro-5-fluoro-6-(4-nitrophenyl)pyridine-2-carboxylic acid